C1OCC12CN(C2)CC2=C(C=C(C(=O)NC1=CC(=CC=C1)[C@H](C)NC=1C=NC=3C(N1)=NN(C3)CC)C=C2)C(F)F (S)-4-((2-oxa-6-azaspiro[3.3]heptan-6-yl)methyl)-3-(difluoromethyl)-N-(3-(1-((2-ethyl-2H-pyrazolo[3,4-b]pyrazin-6-yl)amino)ethyl)phenyl)benzamide